NC1(CC1)[C@H]1CN(CCO1)C1=CC=C(N=N1)C1=C(C=C(C=C1C)C)O 2-[6-[(2R)-2-(1-aminocyclopropyl)morpholin-4-yl]pyridazin-3-yl]-3,5-dimethyl-phenol